N[C@H](C(=O)NC1=C2C=CNC2=CC=C1)CC1=CC=C(C=C1)N1C(CN(CC1)CCCOC)=O (S)-4-(2-amino-3-(4-(4-(3-methoxypropyl)-2-oxopiperazin-1-yl)phenyl)propanamido)-1H-indole